(spirobi[fluoren]yl)-indolocarbazole C12(C(=CC=C3C4=CC=CC=C4C=C13)C1=C3C(=CC=C1)N=C1C=CC4=C5C=CC=CC5=NC4=C13)C=CC=C1C3=CC=CC=C3C=C12